C(CC)C=1C=CC=C(C1)C1=CC=CC(=C1)CCC 5,5'-dipropyl-biphenyl